FC=1C=C(C=2C(C(CCC2C1C)(COCC=O)C)=O)NC(C)=O N-(3-Fluoro-4,7-dimethyl-8-oxo-7-((2-oxoethoxy)methyl)-5,6,7,8-tetrahydronaphthalen-1-yl)acetamide